ClC=1C=C2CCC[C@]3(C2=CC1)CN(C1=C(OC3)C=CC(=C1)[C@H](C(=O)OC(C)(C)C)CC(=O)OC)CCCCC=C 1-TERT-BUTYL 4-METHYL (2R)-2-((3S)-6'-CHLORO-5-(HEX-5-EN-1-YL)-3',4,4',5-TETRAHYDRO-2H,2'H-SPIRO[BENZO[B][1,4]OXAZEPINE-3,1'-NAPHTHALEN]-7-YL)SUCCINATE